CC=1C=C(C=CC1O)CCCC(C)(C1=CC=C(C=C1)O)C1=CC=C(C=C1)O 1-(3-methyl-4-hydroxyphenyl)-4,4-bis(4-hydroxyphenyl)pentane